C(C)(C)(C)OC(NC1=NC(=CC=C1)N1C=NC(=C1)C1CC1)=O (6-(4-cyclopropyl-1H-imidazol-1-yl)pyridin-2-yl)carbamic acid tert-butyl ester